N-(4-acetylphenyl)-3,4-dihydropyrido[2,1-c][1,2,4]thiadiazine-9-carboxamide 2,2-dioxide C(C)(=O)C1=CC=C(C=C1)NC(=O)C1=CC=CN2C1=NS(CC2)(=O)=O